N[C@@H]1CCCC12CCN(CC2)C=2C(=NC(=C(N2)C)SC2=C(C(=NC=C2)NC)Cl)CO {3-[(1R)-1-amino-8-azaspiro[4.5]decan-8-yl]-6-{[3-chloro-2-(methylamino)pyridin-4-yl]mercapto}-5-methylpyrazin-2-yl}methanol